FC1(CCN(CCC1)C1=NC2=CC=CC=C2C=C1C=1NC=2C=CN=C(C2C(C1OC)=O)C#N)F 2-[2-(4,4-difluoroazepan-1-yl)-3-quinolyl]-3-methoxy-4-oxo-1H-1,6-naphthyridine-5-carbonitrile